1-(N,N-diethylaminoethyl)-3-methylimidazolium tetrafluoroborate F[B-](F)(F)F.C(C)N(CC)CCN1C=[N+](C=C1)C